C(C)N1C(C2=C3C(C(=CC=C13)C1(CC1)NC(C1=C(C=CC(=C1)N1CCN(CC1)C)C)=O)=CC=C2)=O N-(1-(1-ethyl-2-oxo-1,2-dihydrobenzo[cd]indol-6-yl)cyclopropyl)-2-methyl-5-(4-methylpiperazin-1-yl)benzamide